C(C1=CC=CC=C1)SC1=CC2=C(OC(O2)(F)F)C=C1 5-(benzylthio)-2,2-difluorobenzo[d][1,3]dioxolane